glycerol acrylate (methacrylate) C(C(=C)C)(=O)OC(COC(C=C)=O)CO